3-(6-Fluoroquinolin-3-yl)-9-(5,6,7,8-tetrahydro-1,8-naphthyridin-2-yl)nonanoic acid FC=1C=C2C=C(C=NC2=CC1)C(CC(=O)O)CCCCCCC1=NC=2NCCCC2C=C1